ClC(CCN[C@@H](CCC(=O)O)C(=O)O)CCC gamma-chlorohexyl-L-glutamic acid